ClC(=O)OCCCCOC(=O)Cl 1,4-Butanediol bis(chloroformate)